5-(hydroxymethyl)-2'-deoxycytidine OCC=1C(=NC(N([C@H]2C[C@H](O)[C@@H](CO)O2)C1)=O)N